CS(=O)(=O)C1=CC=C(C=C1)C=1C(NC2=CC=C(C=C2C1)C1=CC=C(C=C1)N1CCN(CC1)C(C)C)=O 3-(4-methanesulfonylphenyl)-6-{4-[4-(propan-2-yl)piperazin-1-yl]phenyl}-1,2-dihydroquinolin-2-one